6-(3-amino-6-(3-((dimethylamino)methyl)-4-fluorophenyl)-5-fluoropyrazin-2-yl)-8-fluoro-3,4-dihydroisoquinolin-1(2H)-one NC=1C(=NC(=C(N1)F)C1=CC(=C(C=C1)F)CN(C)C)C=1C=C2CCNC(C2=C(C1)F)=O